C(C)OC(=O)C=1C(OC2=CC=CC=C2C1)=O coumarin-3-carboxylic acid ethyl ester